CO[C@H]1[C@@H](COCC1)N(C(OC(C)(C)C)=O)CC1=C(C=C(C=C1)C1=C(C=CC=C1F)F)F tert-butyl ((3R,4R)-4-methoxytetrahydro-2H-pyran-3-yl)((2',3,6'-trifluoro-[1,1'-biphenyl]-4-yl)methyl)carbamate